C(C)(C)(C)OC(=O)N1C[C@H](OCC1)COS(=O)(=O)C1=CC=C(C=C1)C (2S)-2-({[(4-methylphenyl)sulfonyl]oxy}methyl)morpholine-4-carboxylic acid tert-butyl ester